5-(1-amino-2-hydroxypropan-2-yl)-7-(4-fluorophenyl)-3-methyl-2,3-dihydrofuro[2,3-c]pyridine-3-carboxamide NCC(C)(O)C=1C=C2C(=C(N1)C1=CC=C(C=C1)F)OCC2(C(=O)N)C